1,1,1-trifluoro-4-(4-hydroxyphenyl)butan-2-one FC(C(CCC1=CC=C(C=C1)O)=O)(F)F